tert-butyl (4-((5-phenylpiperidin-3-yl)oxy)benzyl)carbamate C1(=CC=CC=C1)C1CC(CNC1)OC1=CC=C(CNC(OC(C)(C)C)=O)C=C1